C(C)N1N=C(C=C1)C=1C=C(C=C(C1)C=1C=NN(C1)C)[C@@H](C)NC(C1=C(C=CC(=C1)OCCN1CCNCC1)C)=O (R)-N-(1-(3-(1-ethyl-1H-pyrazol-3-yl)-5-(1-methyl-1H-pyrazol-4-yl)phenyl)ethyl)-2-methyl-5-(2-(piperazin-1-yl)ethoxy)benzamide